N-(3-(4'-(3-Methoxy-2,2-Dimethylpropoxy)-4,5,5',6'-Tetrahydro-2H-Spiro[Furan-3,8'-Pyrano[3,4-b]Pyridin]-2'-yl)-1-Methyl-1H-Pyrrolo[2,3-c]Pyridin-5-yl)Acetamide COCC(COC1=C2C(=NC(=C1)C1=CN(C3=CN=C(C=C31)NC(C)=O)C)C3(OCC2)COCC3)(C)C